C(C)(C)OC=1C=C(N)C=CC1C1CCN(CC1)C 3-isopropoxy-4-(1-methylpiperidin-4-yl)aniline